N1C=CC=2C1=NC=C(C2)OC2=CC(=NC=C2C(=O)NS(=O)(=O)C2=CC(=C(C=C2)NCC2CCNCC2)[N+](=O)[O-])N2CCC1(CC(C1)N1C(CCC1)C1=C(C=CC=C1)C(C)C)CC2 4-((1H-pyrrolo[2,3-b]pyridin-5-yl)oxy)-6-(2-(2-(2-isopropylphenyl)pyrrolidin-1-yl)-7-Azaspiro[3.5]nonan-7-yl)-N-((3-nitro-4-((piperidin-4-ylmethyl)amino)phenyl)sulfonyl)nicotinamide